6-(2-(2-chlorophenyl)-4,5,6,7-tetrahydro-1H-benzo[d]imidazol-6-yl)-2-methyl-6,7-dihydro-5H-pyrrolo[3,4-d]pyrimidine ClC1=C(C=CC=C1)C1=NC2=C(N1)CC(CC2)N2CC=1N=C(N=CC1C2)C